methyl (2R)-2-[2-chloro-4-(4-chlorophenoxy)phenyl]-2-hydroxy-3-(1,2,4-triazol-1-yl)propanoate ClC1=C(C=CC(=C1)OC1=CC=C(C=C1)Cl)[C@](C(=O)OC)(CN1N=CN=C1)O